C(C1=CC=CC=C1)N1[C@H]2[C@@H](OCC1)CCNC2 (cis)-4-Benzyloctahydro-2H-pyrido[4,3-b][1,4]oxazine